ethyl 3-((2-cyano-5-cyclobutylphenyl)amino)-3-oxopropanoate C(#N)C1=C(C=C(C=C1)C1CCC1)NC(CC(=O)OCC)=O